1-[1-[4-[2-[1-[2-[4-[1-(2,6-dioxo-3-piperidyl)-2-oxo-benzo[cd]indol-6-yl]-1-piperidyl]acetyl]-4-piperidyl]ethynyl]-1-naphthyl]ethyl]-N-[(3-fluorophenyl)methyl]piperidine-4-carboxamide O=C1NC(CCC1N1C(C2=C3C(C(=CC=C13)C1CCN(CC1)CC(=O)N1CCC(CC1)C#CC1=CC=C(C3=CC=CC=C13)C(C)N1CCC(CC1)C(=O)NCC1=CC(=CC=C1)F)=CC=C2)=O)=O